(1,2,3,4,6-13C5)hexanoic acid [13C]([13CH2][13CH2][13CH2]C[13CH3])(=O)O